S-isopropyl 2-(2-acetamido-3-(1H-indol-3-yl) propanamido)-6-diazo-5-oxohexanethioate C(C)(=O)NC(C(=O)NC(C(SC(C)C)=O)CCC(C=[N+]=[N-])=O)CC1=CNC2=CC=CC=C12